6-Bromo-N-(1-methylpiperidin-4-yl)-2-{4-[3-methyl-4-(pyridin-3-ylmethyl)piperazin-1-yl]phenyl}-3H-imidazo[4,5-b]pyridin-7-amine BrC=1C(=C2C(=NC1)NC(=N2)C2=CC=C(C=C2)N2CC(N(CC2)CC=2C=NC=CC2)C)NC2CCN(CC2)C